FC1=C(OC=2N=CC(=NC2)NC([C@H](C)N2CC(N(CC2)C(=O)C2=CN=C(C(=N2)NC(OC(C)(C)C)=O)OC)(C)C)=O)C=CC(=C1)F tert-butyl (S)-(6-(4-(1-((5-(2,4-difluorophenoxy) pyrazin-2-yl)amino)-1-oxopropan-2-yl)-2,2-dimethylpiperazine-1-carbonyl)-3-methoxypyrazin-2-yl)carbamate